C(C)(C)(C)OC(=O)N[C@H]1C[C@H](CCC1)C(=O)O (1S,3R)-3-(tert-butyloxycarbonylamino)cyclohexanecarboxylic acid